ClC1=CC=C(C=C1)NC([C@H](C)C1CC2(CN(C2)C2=NOC(=C2)C)C1)=O (R)-N-(4-chlorophenyl)-2-(2-(5-methylisoxazol-3-yl)-2-azaspiro[3.3]heptan-6-yl)propionamide